C(C)C1=NOC(=C1C(=O)OC)CC methyl 3,5-diethylisoxazole-4-carboxylate